COC1=NC(=NC(=C1)OC)S(=O)(=O)C 4,6-dimethoxy-2-mesyl-pyrimidine